(±)-2-(4-isobutylphenyl)propionic acid C(C(C)C)C1=CC=C(C=C1)[C@H](C(=O)O)C |r|